N-[3-[2,5-bis(difluoromethoxy)phenyl]-1-[[2-[1-[2-(dimethylamino)ethyl]-4-piperidyl]tetrazol-5-yl]methyl]pyrazol-4-yl]pyrazolo[1,5-a]pyrimidine-3-carboxamide FC(OC1=C(C=C(C=C1)OC(F)F)C1=NN(C=C1NC(=O)C=1C=NN2C1N=CC=C2)CC=2N=NN(N2)C2CCN(CC2)CCN(C)C)F